tert-butyl ((4-(2-cyano-1-hydroxy ethyl)-7-(4-(trifluoromethoxy)phenyl)-2,3-dihydrobenzofuran-5-yl)methyl)carbamate C(#N)CC(O)C1=C(C=C(C2=C1CCO2)C2=CC=C(C=C2)OC(F)(F)F)CNC(OC(C)(C)C)=O